FC(OC1=C(C=C(C=C1)S(=O)(=O)CCOC)N1N=C(C=2C=NC(=CC21)NC2=NC=CN=C2OC)C)F 1-(2-(difluoromethoxy)-5-((2-methoxyethyl)sulfonyl)phenyl)-N-(3-methoxypyrazin-2-yl)-3-methyl-1H-pyrazolo[4,3-c]pyridin-6-amine